6-(2-Chloro-pyridin-4-yl)-8-[(4-fluoro-piperidin-4-ylmethyl)-amino]-3-methyl-imidazo[1,2-a]pyrazine-2-carboxylic acid methylamide CNC(=O)C=1N=C2N(C=C(N=C2NCC2(CCNCC2)F)C2=CC(=NC=C2)Cl)C1C